CC(C(C(=O)O)C1=CC(=NO1)C)C 3-methyl-2-(3-methyl-1,2-oxazol-5-yl)butanoic acid